C12CNCC(CC1)C2C(=O)OCC ethyl 3-azabicyclo[3.2.1]octane-8-carboxylate